N-methyl-2-(piperazin-1-yl)acetamide CNC(CN1CCNCC1)=O